OCCCCOC(C1=CC=C(C(=O)OCCCCO)C=C1)=O Bis(4-hydroxybutyl)terephthalat